C(C)[N+]1=C(NC=C1)C Ethylmethyl-imidazolium